4-[3-[2-[3-(4-Carboxyphenyl)prop-2-enoyl]phenyl]-3-oxoprop-1-enyl]benzoic acid C(=O)(O)C1=CC=C(C=C1)C=CC(=O)C1=C(C=CC=C1)C(C=CC1=CC=C(C(=O)O)C=C1)=O